FC=1C=NN2C1C(=NC(=C2)C=2C=NN(C2)C)OC2(CC(C2)N(C(OC(C)(C)C)=O)C)C tert-butyl ((1s,3s)-3-((3-fluoro-6-(1-methyl-1H-pyrazol-4-yl)pyrazolo[1,5-a]pyrazin-4-yl)oxy)-3-methylcyclobutyl)(methyl)carbamate